benzyl N-methyl-N-[2-[methyl-[3-[(1R)-1-[[2-methyl-5-(4-methylpiperazin-1-yl)benzoyl] amino]ethyl]benzoyl]amino]ethyl]carbamate CN(C(OCC1=CC=CC=C1)=O)CCN(C(C1=CC(=CC=C1)[C@@H](C)NC(C1=C(C=CC(=C1)N1CCN(CC1)C)C)=O)=O)C